2-amino-4-chloro-thiazole-5-carboxylic acid tert-butyl ester hydrochloride Cl.C(C)(C)(C)OC(=O)C1=C(N=C(S1)N)Cl